5-(cyclohex-1-en-1-yl)-N-(1,6-dimethyl-9H-xanthen-9-yl)-2-oxo-6-(trifluoromethyl)-1,2-dihydropyridine-3-carboxamide C1(=CCCCC1)C=1C=C(C(NC1C(F)(F)F)=O)C(=O)NC1C2=CC=C(C=C2OC=2C=CC=C(C12)C)C